2-(6-{[(3S,4R)-3-fluoro-2,2,6,6-tetramethylpiperidin-4-yl]oxy}pyridazin-3-yl)-5-(1-methyl-1H-pyrazol-3-yl)pyridin-3-ol F[C@H]1C(NC(C[C@H]1OC1=CC=C(N=N1)C1=NC=C(C=C1O)C1=NN(C=C1)C)(C)C)(C)C